NC[C@H](C(=O)O)CCC (R)-2-(aminomethyl)pentanoic acid